C1(CC1)C=1C=C(C=CC1)NC(=O)[NH-] ((3-cyclopropylphenyl)carbamoyl)amide